4-(8-methyl-6,7-dihydro-5H-1,8-naphthyridin-4-yl)-7-[(5-piperazin-1-yl-2-pyridyl)amino]isoindolin-1-one CN1CCCC=2C(=CC=NC12)C1=C2CNC(C2=C(C=C1)NC1=NC=C(C=C1)N1CCNCC1)=O